3-(2-(dimethylamino)ethyl)-1-(1-methoxyethyl)-1H-indol-4-ol CN(CCC1=CN(C=2C=CC=C(C12)O)C(C)OC)C